acryloxydecyl phosphonoacetate P(=O)(O)(O)CC(=O)OCCCCCCCCCCOC(C=C)=O